ClC1=C(C=CC=C1)[C@@H](OC=1C(=NC(=NC1)C(=O)N[C@H](C)\C=C\S(=O)(=O)C)C)C1CC1 ((S)-(2-chlorophenyl)(cyclopropyl)methoxy)-4-methyl-N-((R,E)-4-(methylsulfonyl)but-3-en-2-yl)pyrimidine-2-carboxamide